CSC=1N=CC2=C(N1)CCN(C2=O)C(=O)OC(C)(C)C tert-butyl 2-methylthio-5-oxo-7,8-dihydropyrido[4,3-d]pyrimidine-6(5H)-carboxylate